C1(CCCC1)CCC(=O)OC1=CC2=C(NC=N2)C=C1 1H-benzo[d]imidazol-5-yl 3-cyclopentylpropanoate